C1=CC=CC=2C3=CC=CC=C3C(C12)COC(=O)N[C@H](C(=O)O)CC1=CN(C2=CC=CC(=C12)C)C(=O)OC(C)(C)C (S)-2-((((9H-fluoren-9-yl)methoxy)carbonyl)amino)-3-(1-(tert-butoxycarbonyl)-4-methyl-1H-indol-3-yl)propanoic acid